ClC=1C=C(C=CC1CN1C(=NC=C1)C(C)C)C1=C(SC(=C1)CC(C)C)S(=O)(=O)N 3-[3-chloro-4-[(2-isopropyl-imidazol-1-yl)methyl]phenyl]-5-isobutyl-thiophene-2-sulfonamide